NC=1C=C(C=C(C1)C(F)(F)F)[C@@H](C)NC=1C2=C(N=C(N1)C)N=C(C(=C2)C(=O)N(C)C)N2CC(C2)F (R)-4-(1-(3-amino-5-(trifluoromethyl)phenyl)ethylamino)-7-(3-fluoroazetidin-1-yl)-N,N,2-trimethylpyrido[2,3-d]pyrimidine-6-carboxamide